3-((5-(4-fluoro-3-hydroxyphenyl)isoxazol-3-yl)methyl)-5-methylpyrimidin-4(3H)-one FC1=C(C=C(C=C1)C1=CC(=NO1)CN1C=NC=C(C1=O)C)O